7-(3-((2-fluoropyridin-3-yl)amino)-7,8-dihydro-1,6-naphthyridin-6(5H)-yl)-2,8-dimethyl-4H-pyrimido[1,2-b]pyridazin-4-one FC1=NC=CC=C1NC=1C=NC=2CCN(CC2C1)C=1C(=CC=2N(N1)C(C=C(N2)C)=O)C